R-2-amino-3-phenylpropan-1-ol N[C@@H](CO)CC1=CC=CC=C1